C(OCCOC(=O)OCC)(=O)OCC diethyl 2,5-Dioxaadipate